2-(5-((4-([1,1'-biphenyl]-3-yl)-5-chloropyrimidin-2-yl)amino)pyridin-3-yl)-8-methyl-2,8-diazaspiro[4.5]decan-1-one C1(=CC(=CC=C1)C1=NC(=NC=C1Cl)NC=1C=C(C=NC1)N1C(C2(CC1)CCN(CC2)C)=O)C2=CC=CC=C2